Phenyl-carbamic acid 6,6-dimethyl-11-oxo-8-((2R,3R)-2,3,4-trihydroxy-butoxy)-6,11-dihydro-benzo[b]naphtho[2,3-d]furan-3-yl ester CC1(C2=CC(=CC=C2C(C=2C3=C(OC21)C=C(C=C3)OC(NC3=CC=CC=C3)=O)=O)OC[C@H]([C@@H](CO)O)O)C